(R)-1'-(6-((2-amino-3-chloropyridin-4-yl)thio)-1,2,4-triazin-3-yl)-5,7-dihydrospiro[cyclopenta[b]pyridin-6,4'-piperidin]-5-amine tri-hydrochloride Cl.Cl.Cl.NC1=NC=CC(=C1Cl)SC1=CN=C(N=N1)N1CCC2(CC1)[C@H](C=1C(=NC=CC1)C2)N